C1(CC1)OC=1C(=CC2=CN(N=C2C1)C1CCC(CC1)CCI)C(=O)NC=1C(N(C=CC1)C1CC1)=O 6-cyclopropoxy-N-(1-cyclopropyl-2-oxo-1,2-dihydropyridin-3-yl)-2-((1r,4r)-4-(2-iodoethyl)cyclohexyl)-2H-indazole-5-carboxamide